ethyl 1-benzyl-4-hydroxypiperidine-4-carboxylate C(C1=CC=CC=C1)N1CCC(CC1)(C(=O)OCC)O